C(=O)[O-].C(=O)[O-].C[Sn+2]C dimethyltin diformate